FC1=C(C=C(C=C1)CCC=1C=C(C(=C(C1)OC)OC)OC)OC 5-(4-fluoro-3-methoxyphenylethyl)-1,2,3-trimethoxybenzene